1-((2R,4S)-4-(4-amino-3-(2-(2-fluoro-3,5-dimethoxyphenyl)acetyl)-1H-pyrazolo[3,4-d]pyrimidin-1-yl)-2-(methoxymethyl)pyrrolidin-1-yl)prop-2-en-1-one NC1=C2C(=NC=N1)N(N=C2C(CC2=C(C(=CC(=C2)OC)OC)F)=O)[C@H]2C[C@@H](N(C2)C(C=C)=O)COC